C1(CC1)C1=CC(=C(C=O)C(=C1)O)N(C)C 4-cyclopropyl-2-(dimethylamino)-6-hydroxy-benzaldehyde